2-(4-Chloro-9-oxo-spiro[5-thia-1,10-diazatricyclo[6.4.0.02,6]dodeca-2(6),3,7-triene-12,1'-cyclopropane]-10-yl)-N-(5-fluoropyrimidin-2-yl)acetamide ClC1=CC=2N3C(=CC2S1)C(N(CC31CC1)CC(=O)NC1=NC=C(C=N1)F)=O